ClC=1C(=NC=CC1C1=C(C(=CC=C1)C1=NC(=C(C=C1)CN1CC2(C1)CN(C2)C(COC)=O)OC)Cl)C2=CC(=C(C=O)C=C2)OC 4-(3-chloro-4-(2-chloro-3-(6-methoxy-5-((6-(2-methoxyacetyl)-2,6-diazaspiro[3.3]heptan-2-yl)methyl)pyridin-2-yl)phenyl)pyridin-2-yl)-2-methoxybenzaldehyde